O1C(=NC=C1)CC(=O)N oxazoleAcetamide